4-(5-(1-(tert-Butoxycarbonyl)piperidin-4-yl)-3-isopropyl-6-methoxy-1H-indol-2-yl)-1H-pyrazolo[3,4-b]pyridine-1-carboxylic acid tert-butyl ester C(C)(C)(C)OC(=O)N1N=CC=2C1=NC=CC2C=2NC1=CC(=C(C=C1C2C(C)C)C2CCN(CC2)C(=O)OC(C)(C)C)OC